ClC=1N=CNC1C1(CC1)C(=O)NC(C(=O)O)CCN(CCCCC1=NC=2NCCCC2C=C1)CC(CF)OC 2-[[1-(4-chloro-1H-imidazol-5-yl)cyclopropanecarbonyl]amino]-4-[[3-fluoro-2-methoxy-propyl]-[4-(5,6,7,8-tetrahydro-1,8-naphthyridin-2-yl)butyl]amino]butanoic acid